OC1(CC(C1)N1C(CC2=C1N=NC(=C2)C2=C(C=C(C=C2C)C(F)(F)F)O)C)C 2-[7-(cis-3-hydroxy-3-methylcyclobutyl)-6-methyl-6,7-dihydro-5H-pyrrolo[2,3-c]pyridazin-3-yl]-3-methyl-5-(trifluoromethyl)phenol